(1R,3R)-1-[2,6-difluoro-4-[1-(3-fluoropropyl)azetidin-3-yl]sulfanyl-phenyl]-2-(2-fluoro-2-methyl-propyl)-3-methyl-1,3,4,9-tetrahydropyrido[3,4-b]indole FC1=C(C(=CC(=C1)SC1CN(C1)CCCF)F)[C@H]1N([C@@H](CC2=C1NC1=CC=CC=C21)C)CC(C)(C)F